1,4-benzenedial C1(=CC=C(C=C1)C=O)C=O